C(#N)C1=CC=2N(C=C1)C(=CN2)C(=O)O 7-cyanoimidazo[1,2-a]pyridine-3-carboxylic acid